OC1(CNCCC1)C 3-hydroxy-3-methyl-piperidine